C(N)(O[C@H]1[C@H](C2=C(C=CC=C2C1)Cl)OCOC)=O (1S,2R)-7-chloro-1-(methoxymethoxy)-2,3-dihydro-1H-inden-2-yl carbamate